C(C1=CC=CC=C1)OC=1C(C(=CN2C1C(N1[C@H]([C@@H](C[C@@H]([C@H]2C1)OC)O)C)=O)C(=O)NCC1=C(C=C(C=C1F)F)F)=O (3S,4R,6S,7R)-12-(benzyloxy)-4-hydroxy-6-methoxy-3-methyl-1,11-dioxo-N-(2,4,6-trifluorobenzyl)-1,4,5,6,7,11-hexahydro-3H-2,7-methanopyrido[1,2-a][1,4]diazonine-10-carboxamide